N,N-di-ethylbutyl-amine C(C)N(CC)CCCC